4-bromo-N-(3-methyl-sulfanylphenyl)thiazol-2-amine BrC=1N=C(SC1)NC1=C(C(=CC=C1)C)S